propyl 2-[3-[[3-(N-hydroxycarbamimidoyl)-5-methoxycarbonyl-benzoyl] amino] propionylamino]-4-methyl-thiazole-5-carboxylate ONC(=N)C=1C=C(C(=O)NCCC(=O)NC=2SC(=C(N2)C)C(=O)OCCC)C=C(C1)C(=O)OC